2,2-diethyl-4-p-tolyl-1-p-nitrobenzenesulfonylpyrrolidine C(C)C1(N(CC(C1)C1=CC=C(C=C1)C)S(=O)(=O)C1=CC=C(C=C1)[N+](=O)[O-])CC